FC(C(C)(O)C)(C1=CC(=CC(=C1)[C@@H](C)NC1=NC(=NC2=CC(=C(C=C12)OCCOC)OC)C)OC)F (R)-1,1-Difluoro-1-(3-methoxy-5-(1-((7-methoxy-6-(2-methoxyethoxy)-2-Methylquinazolin-4-yl)amino)ethyl)phenyl)-2-methylpropan-2-ol